1-(5-((5-chloro-4-(1-cyclobutyl-1,2,5,6-tetrahydropyridin-3-yl)pyrimidin-2-yl)amino)pyridin-3-yl)pyrrolidin-2-one ClC=1C(=NC(=NC1)NC=1C=C(C=NC1)N1C(CCC1)=O)C=1CN(CCC1)C1CCC1